8-methyl-2-(3-methyl-1-benzothien-2-yl)quinoline-4-carboxylic acid sodium [Na].CC=1C=CC=C2C(=CC(=NC12)C=1SC2=C(C1C)C=CC=C2)C(=O)O